(1R)-1,2,3,4-tetrahydronaphthalen C1CCCC2=CC=CC=C12